BrC1=CC(=C(C=C1)C1=NNC=N1)C 3-(4-bromo-2-methylphenyl)-1H-1,2,4-triazole